OCC1=NOC(=C1)C(C(=O)OCC)C(C)C ethyl 2-(3-(hydroxymethyl) isoxazol-5-yl)-3-methylbutyrate